alpha-cumyl peroxyn-heptanoate C(CCCCCC)(=O)OOC(C)(C)C1=CC=CC=C1